tert-butyl {3-[4-(2-methoxypyrimidin-5-yl)-1H-pyrazol-1-yl]bicyclo[1.1.1]pentan-1-yl}carbamate COC1=NC=C(C=N1)C=1C=NN(C1)C12CC(C1)(C2)NC(OC(C)(C)C)=O